2,5,8,11,14,17,20,23,26-nonaoxaoctacosane COCCOCCOCCOCCOCCOCCOCCOCCOCC